O1C(=CC=C1)COC(CC1=CC=CC=C1)=O 2-furylmethyl-phenylacetate